NC1=C2C(=NC=N1)N(N=C2C=2NC1=CC(=CC=C1C2Cl)C(=O)NCCC)C2CCOCC2 2-[4-Amino-1-(oxan-4-yl)-1H-pyrazolo[3,4-d]pyrimidin-3-yl]-3-chloro-N-propyl-1H-indole-6-carboxamide